(S)-N-(3-(6-amino-3,3-difluoro-2-(fluoromethyl)-2,3,4,5-tetrahydropyridin-2-yl)-4,5-difluorophenyl)-5-chloropyridineamide NC=1CCC([C@@](N1)(CF)C=1C=C(C=C(C1F)F)NC(=O)C1=NC=C(C=C1)Cl)(F)F